(2E)-4-(tert-butylamino)-N-(2-fluoro-4-{8-[1-methyl-6-(trifluoromethyl)-1H-1,3-benzodiazol-5-yl]indolizine-3-carbonyl}phenyl)but-2-enamide C(C)(C)(C)NC/C=C/C(=O)NC1=C(C=C(C=C1)C(=O)C1=CC=C2C(=CC=CN12)C1=CC2=C(N(C=N2)C)C=C1C(F)(F)F)F